tert-Butyl N-[5-(3-amino-8-chloro-7-fluoro-6-isoquinolyl)-4-methyl-3-pyridyl]-N-methyl-carbamate NC=1N=CC2=C(C(=C(C=C2C1)C=1C(=C(C=NC1)N(C(OC(C)(C)C)=O)C)C)F)Cl